5-fluoro-benzoic acid FC=1C=CC=C(C(=O)O)C1